OC1=C2CC(COC2=C(C(=C1C)O)C)CC1=CC(=C(C(=C1)OC)O)OC 5,7-dihydroxy-6,8-dimethyl-3-(4'-hydroxy-3',5'-dimethoxybenzyl)chroman